N-(6-(3-(pyridin-3-ylmethyl)ureido)hexyl)picolinamide N1=CC(=CC=C1)CNC(NCCCCCCNC(C1=NC=CC=C1)=O)=O